CC1=NC(=CC(=C1)C(=O)OC1CN(C1)C=1N=C(C2=C(N1)CC[S+]2[O-])N(C2CCOCC2)C)C [1-[4-[methyl(tetra-hydropyran-4-yl)amino]-5-oxido-6,7-dihydro-thieno[3,2-d]pyrimidin-5-ium-2-yl]azetidin-3-yl] 2,6-dimethylpyridine-4-carboxylate